N-(3-bromo-5-methanesulfonamidophenyl)-1-cyclohexyl-5-methyl-1H-pyrrole-3-carboxamide BrC=1C=C(C=C(C1)NS(=O)(=O)C)NC(=O)C1=CN(C(=C1)C)C1CCCCC1